cesium-selenium [Se].[Cs]